NC(=S)SCC dithiourethane